FC1=CC(=C(N[C@H](C)C=2C=C(C=C3C(N(C(=NC23)C2CCOCC2)C)=O)C)C=C1)S(=O)(=O)C 8-[(1R)-1-(4-fluoro-2-methylsulfonyl-anilino)ethyl]-3,6-dimethyl-2-tetrahydropyran-4-yl-quinazolin-4-one